1,2-divinyl-SN-glycero-3-phosphocholine C(=C)OC[C@@H](OC=C)COP(=O)([O-])OCC[N+](C)(C)C